ClC=1C(=CC(=C(C#N)C1)OC1=C(C=CC=C1C)C)N1C(NC(=CC1=O)C(F)(F)F)=O 5-Chloro-2-(2,6-dimethylphenoxy)-4-(2,6-dioxo-4-(trifluoromethyl)-2,3-dihydropyrimidin-1(6H)-yl)benzonitrile